COC=1C=C2C(=CC=NC2=CC1OC)OC1=C(C=C(C=N1)NC(=O)C1(CCC1)C(=O)NC1=CC=C(C=C1)F)Cl N-(6-{[6,7-Bis(methyloxy)chinolin-4-yl]oxy}-5-chloropyridin-3-yl)-N'-(4-fluorophenyl)cyclobutan-1,1-dicarboxamid